2-methyl-2-(4'-(methylcarbamoyl)-[1,1'-biphenyl]-4-yl)propionic acid CC(C(=O)O)(C)C1=CC=C(C=C1)C1=CC=C(C=C1)C(NC)=O